bromo-5-methoxy-2-methylbenzoic acid methyl ester COC(C1=C(C(=CC(=C1)OC)Br)C)=O